BrC=1C=C2[C@H](CCOC2=CC1)N[S@@](=O)C(C)(C)C (S)-N-((S)-6-bromochroman-4-yl)-2-methylpropan-2-sulfinamide